N-[3-(1,1-difluoroethyl)phenyl]-3-methyl-5-oxo-1-(1-phenylindol-6-yl)-4H-pyrazole-4-carboxamide FC(C)(F)C=1C=C(C=CC1)NC(=O)C1C(=NN(C1=O)C1=CC=C2C=CN(C2=C1)C1=CC=CC=C1)C